FC1(CCN(CCC1)C1=C(C(=O)NC=2C=C(C=CC2)S(=O)(C)=NC(OC(C)(C)C)=O)C(=CC=N1)C)F tert-butyl ((3-(2-(4,4-difluoroazepan-1-yl)-4-methylnicotinamido)phenyl)(methyl)(oxo)-λ6-sulfaneylidene)carbamate